NC([C@H](CCC(=O)OC)N1C(C2=CC=CC(=C2C1)OCC1=CC=C(CN2CCN(CC2)C(=O)OC(C)(C)C)C=C1)=O)=O (S)-tert-Butyl 4-(4-((2-(1-amino-5-methoxy-1,5-dioxopentan-2-yl)-1-oxoisoindolin-4-yloxy)methyl)benzyl)piperazine-1-carboxylate